FC1=C(CN2CCC3(CCN(CC3)S(=O)(=O)C=3C=CC(=NC3)N3C(OCC3)=O)CC2)C=C(C=C1)F 3-(5-((9-(2,5-Difluorobenzyl)-3,9-diazaspiro[5.5]undecan-3-yl)sulfonyl)pyridin-2-yl)oxazolidin-2-one